3-(3-diphenylphosphinoylphenyl)phenyl-4,6-diphenyl-1,3,5-triazine C1(=CC=CC=C1)P(=O)(C=1C=C(C=CC1)C=1C=C(C=CC1)C1=NC(=NC(=N1)C1=CC=CC=C1)C1=CC=CC=C1)C1=CC=CC=C1